5-((2-((4-(((5-Fluoro-1H-indol-2-yl)methyl)amino)butyl)amino)ethyl)amino)benzo[c][2,6]naphthyridine-8-carboxamide FC=1C=C2C=C(NC2=CC1)CNCCCCNCCNC1=NC2=C(C3=CN=CC=C13)C=CC(=C2)C(=O)N